C(CCCCCCCCCCCCCCCCCC)(=O)N[C@@H](CC1=CNC=N1)C(=O)O N-n-nonadecanoyl-histidine